2-fluoro-5-((6-fluoro-4-(4,4,5,5-tetramethyl-1,3,2-dioxaborolan-2-yl)-1H-indol-5-yl)oxy)benzonitrile FC1=C(C#N)C=C(C=C1)OC=1C(=C2C=CNC2=CC1F)B1OC(C(O1)(C)C)(C)C